C1(CCC1)C=1C=C2C(=CC1)C(N(CC21CC1)CC(=O)NC1=NC=C(C=N1)F)=O 2-(6-cyclobutyl-1-oxo-spiro[3H-isoquinoline-4,1'-cyclopropane]-2-yl)-N-(5-fluoropyrimidin-2-yl)acetamide